(S)-N-(7-((3-hydroxyoxetan-3-yl)ethynyl)-5-methyl-4-oxo-2,3,4,5-tetrahydrobenzo[b][1,4]oxazepin-3-yl)-4-((6-methylpyridin-2-yl)methyl)-1H-pyrazole-1-carboxamide OC1(COC1)C#CC1=CC2=C(OC[C@@H](C(N2C)=O)NC(=O)N2N=CC(=C2)CC2=NC(=CC=C2)C)C=C1